FC1=C(C=CC(=C1F)OC)C1=CN=C2N1C=CN=C2NC2=CC(=C(C(=O)NCCC(=O)N1C[C@H](NCC1)CO)C=C2)CC 4-[[3-(2,3-difluoro-4-methoxy-phenyl)imidazo[1,2-a]pyrazin-8-yl]amino]-2-ethyl-N-[3-[(3S)-3-(hydroxymethyl)piperazin-1-yl]-3-oxo-propyl]benzamide